NC1=NNC2=CC=C(C(=C12)C)C1=C(C=C(C=C1)S(=O)(=O)N1[C@@H](C[C@H](C1)F)CO)C ((2S,4R)-1-((4-(3-amino-4-methyl-1H-indazol-5-yl)-3-methylphenyl)sulfonyl)-4-fluoropyrrolidin-2-yl)methanol